COC1=C(C=CC=C1)C1=NC=CC(=C1)C(=O)NC=1SC(=NN1)OCC1C=2C=NN(C2CCC1)COCC[Si](C)(C)C (2-methoxyphenyl)-N-(5-((1-((2-(trimethylsilyl)ethoxy)methyl)-4,5,6,7-tetrahydroindazol-4-yl)methoxy)-1,3,4-thiadiazol-2-yl)pyridine-4-carboxamide